B1=CCCC1 borolen